5-(((2S)-1-(3-Oxo-3-(3-((5-(trifluoromethyl)thiazol-2-yl)amino)pyrrolidin-1-yl)propoxy)propan-2-yl)amino)-4-(trifluoromethyl)pyridazin-3(2H)-one O=C(CCOC[C@H](C)NC1=C(C(NN=C1)=O)C(F)(F)F)N1CC(CC1)NC=1SC(=CN1)C(F)(F)F